N1N=CC(=C1)NC1=NC=C(C(=N1)C1=CC=C(C(=O)N[C@@H](CC)C#N)C=C1)Cl (S)-4-(2-((1H-pyrazol-4-yl)amino)-5-chloropyrimidin-4-yl)-N-(1-cyanopropyl)benzamide